FC(C1(CC(=CC=C1)C(F)(F)F)N=NC1=CC=CC=C1)(F)F m-bis(trifluoromethyl)azobenzene